CP(OC)(=O)C Methyl dimethylphosphinate